NC1CN(C1)C1=NC(=NC2=CC=C(C=C12)C(F)F)N1CCS(C2=C(C1)C=CC=C2)(=NC2CC2)=O 4-(4-(3-Aminoazetidin-1-yl)-6-(difluoromethyl)quinazolin-2-yl)-1-(cyclopropylimino)-2,3,4,5-tetrahydro-benzo[f][1,4]thiazepin-1-Oxide